tert-butyl ((3S,4R)-1-(5-(3-chloro-6-ethoxypyrazolo[1,5-a]pyridin-4-yl)pyridin-2-yl)-4-hydroxypyrrolidin-3-yl)carbamate ClC=1C=NN2C1C(=CC(=C2)OCC)C=2C=CC(=NC2)N2C[C@@H]([C@@H](C2)O)NC(OC(C)(C)C)=O